1-(4-(7-(benzyloxy)-3-(cyclopentylmethyl)isochroman-4-yl)phenyl)-4-(dimethoxymethyl)piperidine C(C1=CC=CC=C1)OC1=CC=C2C(C(OCC2=C1)CC1CCCC1)C1=CC=C(C=C1)N1CCC(CC1)C(OC)OC